FC=1C=C(CN[C@@H]2CC[C@H](CC2)C(=O)OC)C=CC1[N+](=O)[O-] methyl trans-4-((3-fluoro-4-nitrobenzyl)amino)cyclohexane-1-carboxylate